tert-Butyl (2S)-4-(5-(difluoromethyl)pyrimidin-2-yl)-2-methylpiperidine-1-carboxylate FC(C=1C=NC(=NC1)C1C[C@@H](N(CC1)C(=O)OC(C)(C)C)C)F